N-(1-(4-((4-([1,2,4]triazolo[1,5-a]pyridin-7-yloxy)-3-methylphenyl)amino)pyrrolo[2,1-f][1,2,4]triazine-5-carbonyl)piperidin-4-yl)acrylamide N=1C=NN2C1C=C(C=C2)OC2=C(C=C(C=C2)NC2=NC=NN1C2=C(C=C1)C(=O)N1CCC(CC1)NC(C=C)=O)C